N,N',N'',N'''-tetraallyl-butanetetracarboxamide C(C=C)NC(=O)CC(CCC(=O)NCC=C)(C(=O)NCC=C)C(=O)NCC=C